3,4,5-triethyl-2-cycloheptenone C(C)C1=CC(CCC(C1CC)CC)=O